OCCCOC(C(=C)C)=O hydroxypropylmethacrylate